FC(C1=CC=C(C=N1)CN1N=C(C=C1)C=O)(F)F 1-[[6-(trifluoromethyl)-3-pyridyl]methyl]pyrazole-3-carbaldehyde